3-methyl-1-(3-pyridylmethyl)-6-(2,3,4-trifluorophenyl)imidazo[4,5-b]pyridin-2-one CN1C(N(C=2C1=NC=C(C2)C2=C(C(=C(C=C2)F)F)F)CC=2C=NC=CC2)=O